Cl.N1C=NC(=C1)C1=CC=C(C=C1)C1=C(C(OC2=CC=CC=C12)=O)C(=O)NCC1=CC(=CC=C1)Cl (4-(1H-imidazol-4-yl)phenyl)-N-(3-chlorobenzyl)-2-oxo-2H-chromen-3-carboxamide hydrochloride